ClC=1C=C(C=CC1F)C=1NC2=C(C=C(C=C2C1)NC(C=C)=O)C=1N=CN(C1)C N-(2-(3-chloro-4-fluorophenyl)-7-(1-methyl-1H-imidazol-4-yl)-1H-indol-5-yl)acrylamide